C(C)(C)(C)C1=CC(=NO1)C(=O)NCC1=C(C=C(C=C1)C1=C(C=NC=C1C#N)N1CCN(CC1)C(=O)OC(C)(C)C)C tert-butyl 4-(4-(4-((5-(tert-butyl)isoxazole-3-carboxamido)methyl)-3-methylphenyl)-5-cyanopyridin-3-yl)piperazine-1-carboxylate